2,3,5-trifluoro-4-[(4-methoxyphenyl)methoxy]-N-{[(1r,4r)-4-{6-[6-(piperazin-1-yl)pyrazin-2-yl]-2H-indazol-2-yl}cyclohexyl]methyl}benzamide FC1=C(C(=O)NCC2CCC(CC2)N2N=C3C=C(C=CC3=C2)C2=NC(=CN=C2)N2CCNCC2)C=C(C(=C1F)OCC1=CC=C(C=C1)OC)F